acrylic acid oxygen [O].C(C=C)(=O)O